(R)-N-(4-fluoro-2,3-dihydro-1H-inden-1-yl)-2-(piperazin-1-yl)benzo[d]Thiazole-6-carboxamide FC1=C2CC[C@H](C2=CC=C1)NC(=O)C1=CC2=C(N=C(S2)N2CCNCC2)C=C1